FC=1C(=NC=CC1)C1=CC=NC=C1 3-fluoro-[2,4'-bipyridin]